Methyl (1R,3S,4R)-3-[(tert-butoxycarbonyl)amino]-4-methoxycyclopentane-1-carboxylate C(C)(C)(C)OC(=O)N[C@H]1C[C@H](C[C@H]1OC)C(=O)OC